1-[2-(methacryloyloxy) ethyl] succinate C(CCC(=O)[O-])(=O)OCCOC(C(=C)C)=O